cyclohexyl (3-hydroxypropyl)carbamate OCCCNC(OC1CCCCC1)=O